The molecule is an aromatic amide obtained by formal condensation of the carboxy group of 3-(difluoromethyl)-1-methylpyrazole-4-carboxylic acid with the amino group of 9-isopropyl-1,2,3,4-tetrahydro-1,4-methanonaphthalen-5-amine. It is an aromatic amide, an organofluorine compound, a member of pyrazoles and a bridged compound. CC(C)C1C2CCC1C3=C2C=CC=C3NC(=O)C4=CN(N=C4C(F)F)C